tert-Butyl 3-(3-acetyl-5,6-dichloro-2-methoxyphenyl)azetidine-1-carboxylate C(C)(=O)C=1C(=C(C(=C(C1)Cl)Cl)C1CN(C1)C(=O)OC(C)(C)C)OC